C(CCC)P(C1CCCCC1)C1CCCCC1 butyl-(dicyclohexylphosphine)